N-(2-heptoxyethyl)-3-(imidazolyl)propan-1-amine C(CCCCCC)OCCNCCCC=1NC=CN1